OC1=C(C=CC=C1)C1=CC=C2N(CC(NC2=C1)=O)C(C1=CC(=C(C(=C1)OC)OC)OC)=O 7-(2-hydroxyphenyl)-4-(3,4,5-trimethoxybenzoyl)-3,4-dihydroquinoxalin-2(1H)-one